NC[C@@H]1CN(CC1)C1=NC(=C(C(=N1)C#N)C1=C(C(=CC=C1)Cl)Cl)C 2-((R)-3-(aminomethyl)pyrrolidin-1-yl)-5-(2,3-dichlorophenyl)-6-methylpyrimidine-4-carbonitrile